2-bromo-N-[2-(2,6-dioxo-3-piperidyl)-1,3-dioxo-isoindolin-5-yl]-3-methyl-benzenesulfonamide BrC1=C(C=CC=C1C)S(=O)(=O)NC=1C=C2C(N(C(C2=CC1)=O)C1C(NC(CC1)=O)=O)=O